4-(hydroxymethyl)imidazolidin-2-one OCC1NC(NC1)=O